(S)-1-(2-((2R,5R)-2-(((3R,5R)-3,5-dimethylmorpholino)methyl)-5-methyl-piperazin-1-yl)acetyl)-7-(4-fluorobenzyl)-N,2-dimethyl-2,3-dihydro-1H-pyrido[2,3-b][1,4]oxazine-6-carboxamide C[C@@H]1COC[C@H](N1C[C@@H]1N(C[C@H](NC1)C)CC(=O)N1C2=C(OC[C@@H]1C)N=C(C(=C2)CC2=CC=C(C=C2)F)C(=O)NC)C